CN1C(C(CCC1=O)N1C(N(C2=C1C=CC=C2CCCOC2CCNCC2)C)=O)=O 1-Methyl-3-[3-methyl-2-oxo-4-[3-(4-piperidyloxy)propyl]benzimidazol-1-yl]piperidine-2,6-dione